alaninamide trifluoroacetate FC(C(=O)O)(F)F.N[C@@H](C)C(=O)N